6-Fluoro-5-(tri-fluoromethyl)pyridin FC1=C(C=CC=N1)C(F)(F)F